C1(=CC=CC=C1)P(C(C=1N(C2=CC=CC=C2C1C1=CC=CC=C1)S(=O)(=O)C1=CC=C(C)C=C1)C1=CC=CC=C1)(C1=CC=CC=C1)=O diphenyl-(phenyl-(3-phenyl-1-p-toluenesulfonyl-1H-indolyl)methyl)phosphine oxide